(5-Fluoro-2-pyridyl)-(1-methoxycyclopropyl)methanol FC=1C=CC(=NC1)C(O)C1(CC1)OC